ClC1=C(C(=NN1C)C1=NOC(=C1)C)C(=O)N1CC2(CC(C2)NCCC(C)(C)C)CC1 (5-Chloro-1-methyl-3-(5-methylisoxazol-3-yl)-1H-pyrazol-4-yl)((2r,4s)-2-((3,3-dimethylbutyl)amino)-6-azaspiro[3.4]octan-6-yl)methanone